tert-butyl 2-bromo-5-methylthiazole-4-carboxylate BrC=1SC(=C(N1)C(=O)OC(C)(C)C)C